C1(CC1)COC1CCC(CC1)C=1C2=C(N=C(N1)N)C(=CN=C2N)I ((1R,4R)-4-(cyclopropylmethoxy)cyclohexyl)-8-iodopyrido[4,3-d]pyrimidine-2,5-diamine